9-aminoacridine hydrochloride monohydrate O.Cl.NC=1C2=CC=CC=C2N=C2C=CC=CC12